ditriphenylphospholate palladium [Pd+2].C1(=CC=CC=C1)C1=C(C(=C(P1)C(=O)[O-])C1=CC=CC=C1)C1=CC=CC=C1.C1(=CC=CC=C1)C1=C(C(=C(P1)C(=O)[O-])C1=CC=CC=C1)C1=CC=CC=C1